3-methoxy-4-[2-(2-oxoimidazolidin-1-yl)ethoxy]benzonitrile oxide COC=1C=C(C#[N+][O-])C=CC1OCCN1C(NCC1)=O